2,6-diazaspiro[3.5]nonane-2-carboxylate C1N(CC12CNCCC2)C(=O)[O-]